N-(3-(3-(9H-purin-6-yl)pyridin-2-ylamino)-4-methylphenyl)-2-(oxepan-3-yl)acetamide N1=CN=C2NC=NC2=C1C=1C(=NC=CC1)NC=1C=C(C=CC1C)NC(CC1COCCCC1)=O